cyclopropylmethyl 2-[1-[(2,3-difluorophenyl)methyl]-5-oxopyrrolidin-2-yl]acetat FC1=C(C=CC=C1F)CN1C(CCC1=O)CC(=O)OCC1CC1